(2R,3S)-2-(3-(7-(1H-pyrazol-4-yl)-1H-benzo[d]imidazol-1-yl)propyl)piperidin-3-ol N1N=CC(=C1)C1=CC=CC2=C1N(C=N2)CCC[C@H]2NCCC[C@@H]2O